OC=1C(=C2CCC(OC2=C(C1C)C)C)C 6-hydroxy-2,5,7,8-tetramethyl-chromane